5-(tert-butyl)-N1,N3-bis(4,4''-di-tert-butyl-[1,1':4',1''-terphenyl]-2'-yl)benzene-1,3-diamine C(C)(C)(C)C=1C=C(C=C(C1)NC1=C(C=CC(=C1)C1=CC=C(C=C1)C(C)(C)C)C1=CC=C(C=C1)C(C)(C)C)NC1=C(C=CC(=C1)C1=CC=C(C=C1)C(C)(C)C)C1=CC=C(C=C1)C(C)(C)C